C(C1=CC=CC=C1)OC(=O)N[C@@H](COC[C@H](CCCNC(OCC1=CC=CC=C1)=O)NC(OC(C)(C)C)=O)CO benzyl tert-butyl ((s)-5-((R)-2-(((benzyloxy)carbonyl)amino)-3-hydroxypropoxy)pentane-1,4-diyl)dicarbamate